13-chloro-4,19,21-trifluoro-14-methoxy-6-methyl-16,16-dioxo-9-oxa-16λ6-thia-17-azatetracyclo[16.3.1.111,15.02,7]tricosa-1(21),2(7),3,5,11(23),12,14,18(22),19-nonaen-10-one ClC1=CC=2C(OCC=3C(=CC(=CC3C3=C(C=C(C(NS(C(=C1OC)C2)(=O)=O)=C3)F)F)F)C)=O